C(C)(C)(C)OC(=O)N1CC([C@@H]([C@@H](C1)NC(CCl)=O)O)(F)F |r| rac-(4R,5R)-5-[(2-chloroacetyl)amino]-3,3-difluoro-4-hydroxy-piperidine-1-carboxylic acid tert-butyl ester